rac-N-((6-cyclopropyl-8-(4-ethylpiperazin-1-yl)imidazo[1,2-a]pyridin-2-yl)methyl)-2-((1S*,2S*)-2-(4-methylpyrimidin-2-yl)cyclopropyl)quinolin-7-amine C1(CC1)C=1C=C(C=2N(C1)C=C(N2)CNC2=CC=C1C=CC(=NC1=C2)[C@@H]2[C@H](C2)C2=NC=CC(=N2)C)N2CCN(CC2)CC |r|